Methyl ((4-bromophenoxy) (4-nitrophenoxy) phosphoryl)-D-alaninate BrC1=CC=C(OP(=O)(OC2=CC=C(C=C2)[N+](=O)[O-])N[C@H](C)C(=O)OC)C=C1